NC1=NC=2C=CC(=CC2C2=C1C=NN2C)C(=O)N(C)C2COC(C1=CC(=CC=C21)C=2C=NN(C2)C)(C)C 4-amino-N-(1,1-dimethyl-7-(1-methyl-1H-pyrazol-4-yl)isochroman-4-yl)-N,1-dimethyl-1H-pyrazolo[4,3-c]quinoline-8-carboxamide